C(C1=CC=CC=C1)OC1=NC(=CC=C1N1C(N(C2=C1C=CC(=C2)N2CCN(CC2)CCC(=O)O)C)=O)OCC2=CC=CC=C2 3-(4-(1-(2,6-bis(benzyloxy)pyridin-3-yl)-3-methyl-2-oxo-2,3-dihydro-1H-benzo[d]imidazol-5-yl)piperazin-1-yl)propanoic acid